FC1=C(C=C(C=C1)[N+](=O)[O-])NC(CCCO)=O N-(2-fluoro-5-nitrophenyl)-4-hydroxybutanamide